OC1=C(C=C(C=C1)CC(C(=O)O)N)O 3-(1,2-dihydroxybenzene-4-yl)-2-aminopropionic acid